5-(2,3-dimethylphenyl)-6-methoxy-3-(6-((1s,4s)-5-methyl-2,5-diazabicyclo[2.2.1]hept-2-yl)pyridin-3-yl)-1H-pyrazolo[4,3-b]pyridine CC1=C(C=CC=C1C)C1=C(C=C2C(=N1)C(=NN2)C=2C=NC(=CC2)N2[C@@H]1CN([C@H](C2)C1)C)OC